4-[3-(1-cyclopropylpyrazol-4-yl)-7,8-dihydro-5H-1,6-naphthyridin-6-yl]-2,6-dimethyl-quinazoline C1(CC1)N1N=CC(=C1)C=1C=NC=2CCN(CC2C1)C1=NC(=NC2=CC=C(C=C12)C)C